C1(CC1)C(C)NC(=O)C=1SC=C(C1)C=1C=C2C(=NC1)NC(=C2)C2=CC=C(C=C2)F N-(1-Cyclopropylethyl)-4-(2-(4-fluorophenyl)-1H-pyrrolo[2,3-b]pyridin-5-yl)-thiophene-2-carboxamide